(R)-3-cyclopentyl-3-(4-(7-(2-(2-((2,6-dichlorophenyl)amino)phenyl)acetyl)-7H-pyrrolo[2,3-d]pyrimidin-4-yl)-1H-pyrazol-1-yl)propanenitrile C1(CCCC1)[C@@H](CC#N)N1N=CC(=C1)C=1C2=C(N=CN1)N(C=C2)C(CC2=C(C=CC=C2)NC2=C(C=CC=C2Cl)Cl)=O